CC1=C(OC2=C(C1=O)C=C(C=C2)C)C2=CC=CC=C2 3,6-dimethyl-2-phenyl-benzopyran-4-one